(1R,3S)-3-(3-((1,1-dioxidothiochroman-6-yl)amino)-1H-pyrazol-5-yl)cyclopentyl isopropylcarbamate C(C)(C)NC(O[C@H]1C[C@H](CC1)C1=CC(=NN1)NC=1C=C2CCCS(C2=CC1)(=O)=O)=O